FC1CN(CCC1N1CCN(CC1)C(=O)OC(C)(C)C)C1=C(C=C(C=C1)[N+](=O)[O-])F tert-butyl 4-[3-fluoro-1-(2-fluoro-4-nitro-phenyl)-4-piperidyl]piperazine-1-carboxylate